COC=1C=C2C(=NC=NC2=CC1OC)OC1=CC(=C(C(=C1)F)C(C(=O)NC1=C(C(=C(C(=C1F)F)F)F)F)=O)F (4-((6,7-dimethoxyquinazolin-4-yl)oxy)-2,6-difluorophenyl)-2-oxo-N-(pentafluorophenyl)acetamide